C1(CC1)CC(=O)NC1=C(C=CC(=C1)C1=NNC2=CC=C(C=C12)C1=NN=CN1C(C)C)C 2-cyclopropyl-N-(5-(5-(4-isopropyl-4H-1,2,4-triazol-3-yl)-1H-indazol-3-yl)-2-methylphenyl)acetamide